[Br-].C(C)[N+](CCCCCCCC)(CC)CC triethyl-n-octyl-ammonium bromide